C(C)C1=C(C(=O)[Ge](C(C2=C(C=CC=C2)CC)=O)(C(C2=C(C=CC=C2)CC)=O)C(C2=C(C=CC=C2)CC)=O)C=CC=C1 tetrakis(2-ethylbenzoyl)-germanium